(5-chloropyridin-2-yl)-2-(4,4-difluoro-3-(5-(hydroxymethyl)-6-oxo-1,6-dihydropyridin-3-yl)piperidin-1-yl)propanamide ClC=1C=CC(=NC1)C(C(=O)N)(C)N1CC(C(CC1)(F)F)C1=CNC(C(=C1)CO)=O